COC1=NC=C(C=C1)C(=COC)C 2-methoxy-5-(2-methoxy-1-methyl-vinyl)pyridine